5-(2,6-dichloro-4-(4,4,5,5-tetramethyl-1,3,2-dioxaborolan-2-yl)phenoxy)-3-ethyl-1-((2-(trimethylsilyl)ethoxy)methyl)-1H-indazole ClC1=C(OC=2C=C3C(=NN(C3=CC2)COCC[Si](C)(C)C)CC)C(=CC(=C1)B1OC(C(O1)(C)C)(C)C)Cl